1-(4-(5-amino-6-((1-(1-methylpiperidin-4-yl)-1H-pyrazol-4-yl)oxy)pyrazin-2-yl)-2,6-dimethylbenzyl)-3-(1-(trifluoromethyl)cyclopropyl)urea NC=1N=CC(=NC1OC=1C=NN(C1)C1CCN(CC1)C)C1=CC(=C(CNC(=O)NC2(CC2)C(F)(F)F)C(=C1)C)C